Methyl 3,4-dimethoxybenzoate COC=1C=C(C(=O)OC)C=CC1OC